4-(Cyclohexylamino)-3-(6-(dimethylamino)pyridin-2-yl)-N-methylbenzenesulfonamide C1(CCCCC1)NC1=C(C=C(C=C1)S(=O)(=O)NC)C1=NC(=CC=C1)N(C)C